O1CCOC12CCC(CC2)C=O 1,4-dioxaspiro[4.5]decane-8-carbaldehyde